1H-indole-1-carboxylic acid tert.Butyl ester C(C)(C)(C)OC(=O)N1C=CC2=CC=CC=C12